2-[(1S,4S,5R)-5-({5-cyclopropyl-3-[2-(trifluoromethyl)phenyl]-1,2-oxazol-4-yl}methoxy)-2-azabicyclo[2.2.1]heptan-2-yl]-4-(trifluoromethoxy)-1,3-benzothiazole-6-carboxylic acid C1(CC1)C1=C(C(=NO1)C1=C(C=CC=C1)C(F)(F)F)CO[C@H]1[C@@H]2CN([C@H](C1)C2)C=2SC1=C(N2)C(=CC(=C1)C(=O)O)OC(F)(F)F